(S)-(2-oxooxazolidin-4-yl)methyl 4-(4-(4,6-difluoroisoindoline-2-carboxamido) phenyl)piperidine-1-carboxylate FC1=C2CN(CC2=CC(=C1)F)C(=O)NC1=CC=C(C=C1)C1CCN(CC1)C(=O)OC[C@H]1NC(OC1)=O